OCC1=CC=C(OCC2=CC(=NN2C2=CC=CC=C2)C)C=C1 5-[[4-(hydroxymethyl)phenoxy]methyl]-3-methyl-1-phenyl-pyrazole